C(C)(C)(C)C1=CC(=NO1)NC(C(F)(F)C1=CC=C(C=C1)C=1C=NN2C1C(=CC(=C2)C=2C=NN(C2)C)C#N)=O (5-(tert-butyl)isoxazol-3-yl)-2-(4-(4-cyano-6-(1-methyl-1H-pyrazol-4-yl)pyrazolo[1,5-a]pyridin-3-yl)phenyl)-2,2-difluoroacetamide